11-[2-(2-ethyl-phenyl)-benzofuran-6-yl]-undecan-1-ol C(C)C1=C(C=CC=C1)C=1OC2=C(C1)C=CC(=C2)CCCCCCCCCCCO